C1=CC2=CC=C3C=CC4=CC5=CC=C6C=CC7=CC=C8C=C1C1=C2C3=C4C4=C5C6=C7C8=C14 ovalen